trans-oct-1-ene C=CCCCCCC